2-[[4-[[2-(6-methyl-2-pyridyl)pyrimidin-4-yl]amino]pyrimidin-2-yl]amino]pyridine-4-carboxylic acid CC1=CC=CC(=N1)C1=NC=CC(=N1)NC1=NC(=NC=C1)NC1=NC=CC(=C1)C(=O)O